1,1-dioxol O1C=CC=C1